NN1C(N(N=CC1=O)C1=CC(=C(C(=C1)Cl)OC1=CN(C(C=C1)=O)C1CC1)Cl)=O amino-2-(3,5-dichloro-4-((1-cyclopropyl-6-oxo-1,6-dihydropyridin-3-yl)oxy)phenyl)-1,2,4-triazine-3,5(2H,4H)-dione